tert-Butyl 4-(((7-((cyclobutylmethyl)amino)-6-methoxy-4-oxo-3,4-dihydroquinazolin-2-yl)methyl)thio)piperidine-1-carboxylate C1(CCC1)CNC1=C(C=C2C(NC(=NC2=C1)CSC1CCN(CC1)C(=O)OC(C)(C)C)=O)OC